1-(3-(7-(1-(difluoromethyl)-1H-pyrazol-4-yl)-3-(6-(trifluoromethyl)pyridin-3-yl)-1H-pyrazolo[4,3-b]pyridin-1-yl)azetidin-1-yl)-2-fluoroprop-2-en-1-one FC(N1N=CC(=C1)C1=C2C(=NC=C1)C(=NN2C2CN(C2)C(C(=C)F)=O)C=2C=NC(=CC2)C(F)(F)F)F